C(C)N(CCCNS(=O)(=O)C(C(C(C(F)(F)F)(F)F)(F)F)(F)F)CC N-[3-(diethylamino)propyl]perfluorobutylsulfonamide